4-(4-(4-(1-(cyclopropylmethyl)-1H-1,2,3-triazol-4-yl)phenyl)-2-oxopyridin-1(2H)-yl)-2-methyl-2-(methylsulfonyl)-N-((tetrahydro-2H-pyran-2-yl)oxy)butanamide C1(CC1)CN1N=NC(=C1)C1=CC=C(C=C1)C1=CC(N(C=C1)CCC(C(=O)NOC1OCCCC1)(S(=O)(=O)C)C)=O